NC1=NC2=CC(=CC(=C2C=C1Cl)F)CC[C@@]12[C@H]([C@H]([C@@H]([C@H]2C1)N1C=CC2=C1N=CN=C2N)O)O (1R,2R,3S,4R,5S)-1-(2-(2-Amino-3-chloro-5-fluoroquinolin-7-yl)ethyl)-4-(4-amino-7H-pyrrolo[2,3-d]pyrimidin-7-yl)bicyclo[3.1.0]hexane-2,3-diol